(2-isopropyl-3-methyl-phenyl) trifluoromethanesulfonate FC(S(=O)(=O)OC1=C(C(=CC=C1)C)C(C)C)(F)F